O(C1=CC=CC=C1)C1=C(C(=O)O)C=CC=C1 2-(phenoxy)benzoic acid